5-amino-2-(4-chlorophenyl)-2-methyl-4-trimethylsiloxy-3(2H)-furanone NC1=C(C(C(O1)(C)C1=CC=C(C=C1)Cl)=O)O[Si](C)(C)C